C1(=CC=CC=C1)NC1=CC=C(OCC(C)O)C=C1 3-(4-(phenylamino)phenoxy)propan-2-ol